O=S1(CCN(CC1)C1=NN=C(S1)C=1C(=CC(=NC1)C1=CC=C2N1N=CC(=C2)C#N)NC(C)C)=O 7-(5-(5-(1,1-dioxothiomorpholino)-1,3,4-thiadiazol-2-yl)-4-(isopropylamino)pyridin-2-yl)pyrrolo[1,2-b]pyridazine-3-carbonitrile